OC1=C(C=NC2=CC(=CN=C12)OC)C(=O)OCC ethyl 4-hydroxy-7-methoxy-1,5-naphthyridine-3-carboxylate